N1=CN=CC2=C1C(CN=C2)=O pyrido[4,3-d]pyrimidin-8(7H)-one